O1C=NC2=C1C=C(C=C2)\C=C\2/N=C(NC2=O)N[C@@H](COC)C2=CC=CC=C2 (4Z)-4-(1,3-benzoxazol-6-ylmethylene)-2-[[(1R)-2-methoxy-1-phenyl-ethyl]amino]-1H-imidazol-5-one